4-amino-3,6-dichloro-5-methyl-pyridine-2-carboxylic acid methyl ester COC(=O)C1=NC(=C(C(=C1Cl)N)C)Cl